butane-1,4-diyl-disulfonate C(CCCS(=O)(=O)[O-])S(=O)(=O)[O-]